tert-butyl (R)-((4-((1-benzylpyrrolidin-3-yl)amino)-2-fluoro-5-methylphenyl)sulfonyl)(thiazol-4-yl)carbamate C(C1=CC=CC=C1)N1C[C@@H](CC1)NC1=CC(=C(C=C1C)S(=O)(=O)N(C(OC(C)(C)C)=O)C=1N=CSC1)F